C[Si](C(C(=O)OC(C)C)C)(OCC)OCC isopropyl α-methyldiethoxysilylpropionate